C(CCCC)C1CC=CCO1 6-pentyl-5,6-dihydropyran